C(=O)O.ClC1=CC=C(C=C1)[C@H](C(=O)N1CCN(CC1)C1=NC=NC=2NC(OC(C21)C)=O)CNC(C)C 5-(4-((S)-2-(4-chlorophenyl)-3-(isopropylamino)propionyl)piperazin-1-yl)-4-methyl-1,4-dihydro-2H-pyrimido[4,5-d][1,3]oxazin-2-one formate